4-[[2-(4-tert-Butyl-2-fluoro-5-hydroxy-phenyl)acetyl]amino]-N-(1-cyano-1-methyl-ethyl)-5-fluoro-pyridine-2-carboxamide C(C)(C)(C)C1=CC(=C(C=C1O)CC(=O)NC1=CC(=NC=C1F)C(=O)NC(C)(C)C#N)F